CCC(C)CCCCC=O (+/-)-6-Methyloctanal